FC=1C=CC(=NC1)C1=NN(C=C1C1=C2C(=NC=C1)C(=CS2)C)C 7-[3-(5-fluoro-2-pyridinyl)-1-methyl-pyrazol-4-yl]-3-methyl-thieno[3,2-b]pyridine